NCC(CN1N=C2N(C(=CC=C2)Br)C1=O)=C(F)F 2-[2-(aminomethyl)-3,3-difluoro-allyl]-5-bromo-[1,2,4]triazolo[4,3-a]pyridin-3-one